6-(2-amino-3H-imidazo[4,5-b]pyridin-6-yl)-4-((1-phenylethyl)amino)quinoline-3-carbonitrile NC1=NC=2C(=NC=C(C2)C=2C=C3C(=C(C=NC3=CC2)C#N)NC(C)C2=CC=CC=C2)N1